ClC=1C=C(C=CC1)N(S(=O)(=O)C1CCN(CC1)C1CN(C1)C(C)C)CC1=CC=C(C=C1)C=1OC(=NN1)C(F)F N-(3-chlorophenyl)-N-(4-(5-(difluoromethyl)-1,3,4-oxadiazol-2-yl)benzyl)-1-(1-isopropylazetidin-3-yl)piperidine-4-sulfonamide